C1(CC1)N1N=CC(=C1)C1=CC(=C2C=CNC(C2=C1)=O)NC(C1=CC(=CC(=C1)C(F)(F)F)F)=O N-(7-(1-cyclopropyl-1H-pyrazol-4-yl)-1-oxo-1,2-dihydroisoquinolin-5-yl)-3-fluoro-5-(trifluoromethyl)benzamide